N-[2,4-difluoro-3-[5-(6-piperazin-1-yl-3-pyridyl)-1H-pyrrolo[2,3-b]pyridine-3-carbonyl]phenyl]propane-2-sulfonamide FC1=C(C=CC(=C1C(=O)C1=CNC2=NC=C(C=C21)C=2C=NC(=CC2)N2CCNCC2)F)NS(=O)(=O)C(C)C